[C@H]12CN(C[C@H](CC1)N2)C2=NC(=NC1=C(C(=C(C=C21)Cl)C2=CC(=CC1=CC=CC=C21)O)F)OCC21CCCN1CC(C2)(F)F 4-(4-((1R,5S)-3,8-diazabicyclo[3.2.1]octan-3-yl)-6-chloro-2-((2,2-difluorotetrahydro-1H-pyrrolizin-7a(5H)-yl)methoxy)-8-fluoroquinazolin-7-yl)naphthalen-2-ol